ClC1=C(C=2CC3(N(C2C=C1F)CCN=C3)C3=CC(=CC=C3)F)B3OC(C(O3)(C)C)(C)C 8-Chloro-7-fluoro-10a-(3-fluorophenyl)-9-(4,4,5,5-tetramethyl-1,3,2-dioxaborolan-2-yl)-3,4,10,10a-tetrahydropyrazino[1,2-a]indole